ClC=1C=C(C=C(C1)Cl)NC(OC1=CC=CC=C1)=O phenyl (3,5-dichlorophenyl)carbamate